(dimethylamino)methylene-2,6-difluorobenzamide CN(C)C=NC(C1=C(C=CC=C1F)F)=O